Natrium n-Butyrat C(CCC)(=O)[O-].[Na+]